Octadecen-9,10-diol C=CCCCCCCC(C(CCCCCCCC)O)O